FC1=NC=CC(=C1)NC(=O)C1=C(N(C(=C1C)C(C(N[C@H](C(F)(F)F)C)=O)=O)C)C (S)-N-(2-fluoropyridin-4-yl)-1,2,4-trimethyl-5-(2-oxo-2-((1,1,1-trifluoropropan-2-yl)amino)acetyl)-1H-pyrrole-3-carboxamide